CC1=C(C(=CC=C1)C)C1=CN(C=C1C1(OC1(C1=CC=CC=C1)C1=CC=CC=C1)C1=CC=C(C=C1)OC)S(=O)(=O)C1=CC=C(C)C=C1 3-(2,6-dimethylphenyl)-4-(2-(4-methoxyphenyl)-3,3-diphenyloxiran-2-yl)-1-tosyl-1H-pyrrole